C(C1=CC=CC=C1)OC1=C(C=C(C(=C1)CC(C)C)OC)Br 1-(Benzyloxy)-2-bromo-5-isobutyl-4-methoxybenzene